O=C1N2C(=NC=3C=CC=CC13)C(CC2)CC(C(=O)OCC)C(=O)OCC Diethyl 2-((9-oxo-1,2,3,9-tetrahydropyrrolo[2,1-b]quinazolin-3-yl)methyl)malonate